1-(2-(1-(2-(2,6-dioxopiperidin-3-yl)-1,3-dioxoisoindolin-4-yl)piperidin-4-yl)acetyl)piperidine-4-carboxylic acid O=C1NC(CCC1N1C(C2=CC=CC(=C2C1=O)N1CCC(CC1)CC(=O)N1CCC(CC1)C(=O)O)=O)=O